Methyl 3-[2,3-difluoro-4-[[(1R,4R)-2-oxa-5-azabicyclo[2.2.1]heptan-5-yl]methyl]anilino]-5-(methylamino)-6-(3-methylimidazo[4,5-c]pyridin-7-yl)pyrazine-2-carboxylate FC1=C(NC=2C(=NC(=C(N2)NC)C=2C3=C(C=NC2)N(C=N3)C)C(=O)OC)C=CC(=C1F)CN1[C@H]3CO[C@@H](C1)C3